FC(C1=CC=C(C=C1)C1=N[Se]C=C1)(F)F 3-(4-(trifluoromethyl)phenyl)-1,2-selenazole